9-(1-(1-Cyanoethyl)-1H-pyrazol-4-yl)-2-(2,6-dichlorophenyl)imidazo[2,1-f][1,6]naphthyridine-3-carboxamide C(#N)C(C)N1N=CC(=C1)C=1C=NC=2C=CN3C(C2C1)=NC(=C3C(=O)N)C3=C(C=CC=C3Cl)Cl